BrC1=NN(C(=C1)C=1C=C2CCNC(C2=CC1)=O)C 6-(3-bromo-1-methyl-1H-pyrazol-5-yl)-3,4-dihydroisoquinolin-1(2H)-one